COC1=C(C=C(C=C1)C2=C(C(=O)C3=C(C=C(C=C3O2)O)O)OC)O The molecule is a dimethoxyflavone that is the 3,4'-dimethyl ether derivative of quercetin. Isolated from Combretum quadrangulare, it exhibits antineoplastic activity. It has a role as a metabolite and an antineoplastic agent. It is a trihydroxyflavone and a dimethoxyflavone. It derives from a quercetin.